3-(6-(Cyclopropyl(methyl)amino)-1-methyl-1H-pyrazolo[3,4-d]pyrimidin-3-yl)-2,6-difluoro-5-(trifluoromethyl)phenol C1(CC1)N(C1=NC=C2C(=N1)N(N=C2C=2C(=C(C(=C(C2)C(F)(F)F)F)O)F)C)C